2-(1-ethyl-2-methylpyrrolidin-2-yl)-1H-benzimidazole-4-carboxamide C(C)N1C(CCC1)(C)C1=NC2=C(N1)C=CC=C2C(=O)N